(S)-4-chloro-N-(2-fluoro-6-methyl-4-(phenylethynyl)phenyl)-1-(tetrahydrofuran-3-yl)-1H-pyrazole-5-carboxamide ClC=1C=NN(C1C(=O)NC1=C(C=C(C=C1C)C#CC1=CC=CC=C1)F)[C@@H]1COCC1